1-methyl-5-((4-(oxetan-3-yl)piperazin-1-yl)methyl)-1H-pyrrole-3-carboxylic acid CN1C=C(C=C1CN1CCN(CC1)C1COC1)C(=O)O